N2-(4-(((2,4-diaminopteridin-6-yl)methyl)(methyl)amino)benzoyl)-N5-(4-(2-((2-(2,6-dioxopiperidin-3-yl)-1-oxoisoindolin-4-yl)amino)acetamido)butyl)-L-glutamine NC1=NC2=NC=C(N=C2C(=N1)N)CN(C1=CC=C(C(=O)N[C@@H](CCC(NCCCCNC(CNC2=C3CN(C(C3=CC=C2)=O)C2C(NC(CC2)=O)=O)=O)=O)C(=O)O)C=C1)C